CC(CCCCCCCCCC)OC(CCCCCN(CCCCCCCC(=O)OC(CCCCCCCC)CCCCCCCC)CC(CCCCNC(=O)C1=CNC=C1)O)=O heptadecan-9-yl 8-((6-(dodecane-2-yloxy)-6-oxohexyl)(2-hydroxy-6-(1H-pyrrole-3-carboxamido)hexyl)Amino)octanoate